C(C)(C)(C)OC(=O)N1[C@@H]2CN([C@H](C1)C2)C2=C(C=CC(=C2)C=2N=NN(C2)CC2=CC=C(C=C2)C=2OC(=NN2)C(F)F)F (1S,4S)-5-(5-(1-(4-(5-(difluoromethyl)-1,3,4-oxadiazol-2-yl)benzyl)-1H-1,2,3-triazol-4-yl)-2-fluorophenyl)-2,5-diazabicyclo[2.2.1]heptane-2-carboxylic acid tert-butyl ester